(S)-2-(7-chloro-2-ethyl-3-oxo-1,2,3,4-Tetrahydroisoquinolin-5-yl)pyrrolidine-1-carboxylate ClC1=CC(=C2CC(N(CC2=C1)CC)=O)[C@H]1N(CCC1)C(=O)[O-]